C(C)OC1=CC2=C(N=C(N=C2N[C@H](C)C2=CC=C(C#N)C=C2)C)C=N1 4-{(1R)-1-[(6-ethoxy-2-methylpyrido[3,4-d]pyrimidin-4-yl)amino]ethyl}benzonitrile